C(C)(C)(C)OC(=O)N1C2(C(NC(C1)C2)=O)CO 1-(hydroxymethyl)-6-oxo-2,5-diazabicyclo[2.2.1]Heptane-2-carboxylic acid tert-butyl ester